NC1=C(SC(=C1)C(=O)OC)N1C(=NC=C1)C(=O)OCC ethyl 1-(3-amino-5-(methoxycarbonyl) thiophen-2-yl)-1H-imidazole-2-carboxylate